CC=1C=C(C=CC1)N(C1=CC=C(C2=CC=C(N(C3=CC=CC=C3)C3=CC(=CC=C3)C)C=C2)C=C1)C1=CC=CC=C1 Bis-(3-methylphenyl)-N,N'-Bis(phenyl)-benzidine